FC([C@@]([C@H](CO)C)(O)C)(F)F (2S,3R)-4,4,4-trifluoro-2,3-dimethylbutane-1,3-diol